3,5-dibromo-6-(2-fluorophenyl)-pyridin-2-amine BrC=1C(=NC(=C(C1)Br)C1=C(C=CC=C1)F)N